C1=NC=CC2=C(C=CC=C12)NC1NC(NC(N1)NCC=1C=C(C=CC1)C#CC[NH-])NC N-[3-({[6-(isoquinolin-5-ylamino)-4-(methylamino)-1,3,5-triazacyclohexan-2-yl]amino}methyl)phenyl]prop-2-ynyl-amide